C(C)OC(C1=C(C=C(C=C1)C)[C@@H]1CN(C[C@H]1O)C=1C=NC=NC1)=O ((3R,4S)-4-hydroxy-1-(pyrimidin-5-yl)pyrrolidin-3-yl)-4-methylbenzoic acid ethyl ester